3-Pentyloxan C(CCCC)C1COCCC1